(1S,2R,5R)-N-(2,4-difluorobenzyl)-8-hydroxy-2,5-dimethyl-7,9-dioxo-2,3,4,5,7,9-hexahydro-1,6-methanopyrido[1,2-b][1,2,5]triazonine-10-carboxamide FC1=C(CNC(=O)C=2C(C(=C3N(N4[C@@H](CC[C@H](N(C3=O)C4)C)C)C2)O)=O)C=CC(=C1)F